ethyl 1-(3,5-dimethylphenyl)-5-amino-1H-pyrazole-4-carboxylate CC=1C=C(C=C(C1)C)N1N=CC(=C1N)C(=O)OCC